Methyl 5-(5-(4,4-difluoropiperidine-1-carbonyl)-1H-pyrrolo[2,3-b]pyridin-1-yl)nicotinate FC1(CCN(CC1)C(=O)C=1C=C2C(=NC1)N(C=C2)C=2C=NC=C(C(=O)OC)C2)F